ONC(=O)/C=C/C1=C(C=CC=C1)NC(=O)C1=NC=CC=C1OC1=CC=CC=C1 N-{2-[(1E)-2-(hydroxycarbamoyl)eth-1-en-1-yl]phenyl}-3-phenoxypyridine-2-carboxamide